C(C(=C)C)(=O)OCCC(CCC)OCC 3-ethoxyhexyl methacrylate